4-ethoxy-6-((7-(2-(ethyl(methyl)amino)ethyl)-5-(2-methoxy-5-methylpyridin-4-yl)-1-oxo-3,4-dihydroisoquinolin-2(1H)-yl)methyl)nicotinonitrile C(C)OC1=CC(=NC=C1C#N)CN1C(C2=CC(=CC(=C2CC1)C1=CC(=NC=C1C)OC)CCN(C)CC)=O